S1C(=NC=C1)C=1OCCN1 2-thiazol-2-yl-4,5-dihydro-oxazole